C(C(O)CO)OCCC[Si](OC)(OC)CC gamma-glyceroxypropyl-ethyldimethoxysilane